Imidazo[2,1-b]Thiazole-7-carboxylic acid ethyl ester C(C)OC(=O)N1C=CN2C1SC=C2